CC1=C(CCC=CCC1)[Pt](CC)CC (methylcyclooctane-1,5-dienyl)diethylplatinum